N1C(OC2C1=CC=1C(C=CC=CN1)N2)=O tetrahydrooxazolopyridoazepinone